2-amino-2-(4-(ethylsulfonyl)phenyl)ethan-1-ol mandelate salt C(C(O)C1=CC=CC=C1)(=O)O.NC(CO)C1=CC=C(C=C1)S(=O)(=O)CC